O1CC(C1)C1=CC=2C=C3N(CCN(C3)C(CCOCC3NCC3)=O)C2N=C1 2-((3-(3-(oxetan-3-yl)-8,9-dihydropyrido[3',2':4,5]pyrrolo[1,2-a]pyrazin-7(6H)-yl)-3-oxopropoxy)methyl)azetidin